N-methyl-2-((3-(1-(pyridin-3-ylmethyl)-1H-pyrazol-3-yl)-4'-(trifluoromethoxy)-[1,1'-biphenyl]-4-yl)amino)ethane-1-sulfonamide CNS(=O)(=O)CCNC1=C(C=C(C=C1)C1=CC=C(C=C1)OC(F)(F)F)C1=NN(C=C1)CC=1C=NC=CC1